5-((4-(3-((2-((1S)-1-((tetrahydro-2H-pyran-2-yl)oxy)ethyl)-1H-imidazol-1-yl)methyl)isoxazol-5-yl)phenyl)ethynyl)picolinic acid O1C(CCCC1)O[C@@H](C)C=1N(C=CN1)CC1=NOC(=C1)C1=CC=C(C=C1)C#CC=1C=CC(=NC1)C(=O)O